tert-Butyl-((7R)-2-(2-(1-(cyclopropylmethyl)-6-(3-oxoisoindolin-5-yl)-1H-indol-2-yl)-4-methoxy-3-methylpyrazolo[1,5-a]pyridine-6-carbonyl)-2-azabicyclo[2.2.1]heptan-7-yl)carbamate C(C)(C)(C)OC(N[C@H]1C2N(CC1CC2)C(=O)C=2C=C(C=1N(C2)N=C(C1C)C=1N(C2=CC(=CC=C2C1)C=1C=C2C(NCC2=CC1)=O)CC1CC1)OC)=O